FC1C(C1)C(=O)NC=1N=C2N(C=C(C=C2)C=2C=CC3=CC(N=C3C2)=O)C1 2-fluoro-N-(6-(2-oxoindol-6-yl)imidazo[1,2-a]pyridin-2-yl)cyclopropane-1-carboxamide